CC(CCCC(CCCO)O)C 8-methyl-1,4-nonanediol